C(C)OC(CC=1OC(=NN1)C1=NC=CN=C1)=O 5-(2-pyrazinyl)-1,3,4-oxadiazole-2-acetic acid ethyl ester